2'-bromo-3-chloro-4-[(3-chloro-5-fluoropyridin-2-yl)(2H2)methoxy]-5',6-dimethyl-[1,4'-bipyridine]-2-one BrC1=NC=C(C(=C1)N1C(C(=C(C=C1C)OC([2H])([2H])C1=NC=C(C=C1Cl)F)Cl)=O)C